3β-acetoxy-5α-hydroxy-6β-(4-aminobutylamino)cholest-7-ene C(C)(=O)O[C@@H]1C[C@@]2([C@@H](C=C3[C@@H]4CC[C@H]([C@@H](CCCC(C)C)C)[C@]4(CC[C@@H]3[C@]2(CC1)C)C)NCCCCN)O